7-methoxy-1-methyl-2-oxo-4-(4-phenoxypiperidin-1-yl)-1,2-dihydroquinoline-3-carbonitrile COC1=CC=C2C(=C(C(N(C2=C1)C)=O)C#N)N1CCC(CC1)OC1=CC=CC=C1